tert-Butyl (S)-2-cyano-4-(2-(1-(3-ethoxy-3-oxopropyl)-3-(trifluoromethyl)-1H-pyrazol-4-yl)phenyl)-4,7-dihydrothieno[2,3-c]pyridine-6(5H)-carboxylate C(#N)C1=CC2=C(CN(C[C@H]2C2=C(C=CC=C2)C=2C(=NN(C2)CCC(=O)OCC)C(F)(F)F)C(=O)OC(C)(C)C)S1